4-(dimethylaminosulfonyl)benzene-1-sulfonyl chloride CN(S(=O)(=O)C1=CC=C(C=C1)S(=O)(=O)Cl)C